FC=1C=C2C(=C(C(N(C2=NC1C1=C(C=CC=C1O)F)C[C@H]1N(CCC1)C)=O)C#N)N1CCNCC1 6-fluoro-7-(2-fluoro-6-hydroxyphenyl)-1-(((S)-1-methylpyrrolidin-2-yl)methyl)-2-oxo-4-(piperazin-1-yl)-1,2-dihydro-1,8-naphthyridine-3-carbonitrile